7-(6-fluoropyridin-3-yl)pyrazolo[1,5-a]pyridine-3-carboxaldehyde FC1=CC=C(C=N1)C1=CC=CC=2N1N=CC2C=O